BrCCCCCCOC(CCC(OCCC#CCCCCC)OCCC#CCCCCC)=O 4,4-bis(non-3-yn-1-yloxy)butanoic acid 6-bromohexyl ester